butyl 3-(pyridin-2-ylcarbamoyl)-2-azabicyclo[3.1.0]hexane-2-carboxylate N1=C(C=CC=C1)NC(=O)C1N(C2CC2C1)C(=O)OCCCC